C(C)OC(CS)=O thioglycolic acid ethyl ester